N-acetylfucosamine C(C)(=O)N[C@H]1C(O)O[C@@H]([C@@H]([C@@H]1O)O)C